5-amino-2-methoxybenzoic acid methyl ester hydrochloride Cl.COC(C1=C(C=CC(=C1)N)OC)=O